C(C)(C)(C)OC(=O)N1CCC(CC1)CC1=CC=2N=C(CC(=CC2S1)C(N(CCC)OCC)=O)N 4-[[5-amino-7-[ethoxy(propyl)carbamoyl]-6H-thieno[3,2-b]azepin-2-yl]methyl]piperidine-1-carboxylic acid tert-butyl ester